O1N=CN=C1C1=CC(=C2C=NNC2=C1)NCCCNC(CCNCC1=CC(=C(C=C1)OC(F)(F)F)Cl)=O N-(3-((6-(1,2,4-oxadiazol-5-yl)-1H-indazol-4-yl)amino)propyl)-3-((3-chloro-4-(trifluoromethoxy)benzyl)amino)propanamide